C([C@H](O)C1=CC=CC=C1)(=O)O |o1:1| (R or S)-mandelic acid